3-bromo-N-((1RS,2S)-2-((tert-butyldimethylsilyl)oxy)cyclohexyl)-5-fluoroaniline BrC=1C=C(N[C@H]2[C@H](CCCC2)O[Si](C)(C)C(C)(C)C)C=C(C1)F |&1:5|